4-(2-(2-(3-((1-hydroxycyclopropyl)methylamino)-3-oxopropyl)-5-methyl-1,2,3,4-tetrahydroisoquinolin-7-yl)-5-tosyl-5H-pyrrolo[2,3-b]pyrazin-7-yl)-N,N,2-trimethylbenzamide OC1(CC1)CNC(CCN1CC2=CC(=CC(=C2CC1)C)C=1N=C2C(=NC1)N(C=C2C2=CC(=C(C(=O)N(C)C)C=C2)C)S(=O)(=O)C2=CC=C(C)C=C2)=O